ClC1=NC=C(C(=C1)C1=CC=NC(=C1)N1CCN(C2(CC2)C1=O)C)OC 2'-chloro-5'-methoxy-6-(4-methyl-8-oxo-4,7-diazaspiro[2.5]oct-7-yl)-[4,4'-bipyridine]